5-chloro-N-((1r,4r)-4-((3-(imidazo[1,5-a]pyridin-7-yl)-2-oxo-2,3-dihydro-1H-benzo[d]imidazol-1-yl)methyl)cyclohexyl)-2-methylnicotinamide ClC=1C=NC(=C(C(=O)NC2CCC(CC2)CN2C(N(C3=C2C=CC=C3)C3=CC=2N(C=C3)C=NC2)=O)C1)C